6-(2,2'-dichloro-3'-((5-fluoro-4-formylpyridin-2-yl)amino)-[1,1'-biphenyl]-3-yl)-2-methoxynicotinaldehyde ClC1=C(C=CC=C1C1=NC(=C(C=O)C=C1)OC)C1=C(C(=CC=C1)NC1=NC=C(C(=C1)C=O)F)Cl